[Fe].C(C=1C(O)=CC=CC1)NCCNCC=1C(O)=CC=CC1 N,N'-bis(salicyl)ethylenediamine iron